8-(2-aminophenyl)-2-(4-phenoxyphenyl)-5,6,7,8-tetrahydroimidazo[1,2-b]Pyridazine NC1=C(C=CC=C1)C1C=2N(NCC1)C=C(N2)C2=CC=C(C=C2)OC2=CC=CC=C2